ON(C(C)=O)C1(C(=NN(C1=O)C1=CC=CC=C1)C)C(C)=NOC N-hydroxy-N-(4-(1-(methoxyimino)ethyl)-3-methyl-5-oxo-1-phenyl-4,5-dihydro-1H-pyrazol-4-yl)acetamide